tert-Butyl N-[5-bromo-4-(difluoromethyl)pyrimidin-2-yl]-N-[(tert-butoxy)carbonyl]carbamate BrC=1C(=NC(=NC1)N(C(OC(C)(C)C)=O)C(=O)OC(C)(C)C)C(F)F